(3-hydroxypropoxy)-1H-benzo[d]imidazole-5-carboxamide OCCCON1C=NC2=C1C=CC(=C2)C(=O)N